O=C1N(CCC1)CCCN(C1=CC=C(C=N1)C1=NC=2N(C(N(C(C2N1)=O)C1CC1)=O)C1CC1)C(=O)C=1C=NC(=CC1)F 8-(6-{[3-(2-Oxo-1-pyrrolidinyl)propyl](6-fluoro-3-pyridyl)carbonylamino}-3-pyridyl)-1,3-dicyclopropylxanthine